NC1=CC=C(C=C1)N(CCCC)C1=CC=C(C=C1)N N,N-bis-(4-aminophenyl)-N-butylamine